2-((3-methyl-5-(trifluoromethyl)pyrazin-2-yl)sulfonyl)-6-(tetrahydro-2H-pyran-4-yl)-2,6-diazaspiro[3.3]heptane CC=1C(=NC=C(N1)C(F)(F)F)S(=O)(=O)N1CC2(C1)CN(C2)C2CCOCC2